NCCOCCOCCN ethylene glycol bis(2-aminoethyl) ether